COC=1C(=CC2=C(SC(=C2)C(C[C@@H](C(=O)OCC)C)=O)C1)OCCCOC=1C=C2CN(CC2=CC1OC)C(C[C@@H](C(=O)OC)C)=O ethyl (S)-4-(6-methoxy-5-(3-((6-methoxy-2-((S)-4-methoxy-3-methyl-4-oxobutanoyl)isoindolin-5-yl)oxy)propoxy)benzo[b]thiophen-2-yl)-2-methyl-4-oxobutanoate